C(CN(CC(=O)O)CC(=O)O)NCCN(CC(=O)O)CC(=O)O diethylenetriaminetetraacetic acid